BrC=1C=C(C=CC1)C(C)N1CC=C(C(=C1)OC)C1=C(C=CC(=C1)Cl)N1N=NN=C1 1-(1-(3-bromophenyl)ethyl)-4-(5-chloro-2-(1H-tetrazol-1-yl)phenyl)-5-methoxypyridin